ClC=1C=C2C(=C(C(NC2=CC1)=O)C(\C=C\C1=CC2=CN(N=C2C=C1)CCC)=O)C1=CC=CC=C1 6-chloro-4-phenyl-3-[(E)-3-(2-propylindazol-5-yl)prop-2-enoyl]-1H-quinolin-2-one